C1(=CC=CC=C1)OP(OC1=CC=CC=C1)(=O)C diphenyl-methyl-phosphonate